C(C1=CC=CC=C1)OC(=O)N1CCN(CCC1)C[C@@H](C(=O)N1N[C@@H](CCC1)C(=O)OC)NC(=O)OC(C)(C)C 4-((S)-2-((tert-Butoxycarbonyl)amino)-3-((S)-3-(methoxycarbonyl)tetrahydropyridazin-1(2H)-yl)-3-oxopropyl)-1,4-diazepane-1-carboxylic acid benzyl ester